8-[1-[(2-Bromo-6-chloro-3-pyridinyl)amino]ethyl]-3,6-dimethyl-2-(3-pyridinyl)benzopyran-4-one BrC1=NC(=CC=C1NC(C)C1=CC(=CC=2C(C(=C(OC21)C=2C=NC=CC2)C)=O)C)Cl